[Pt+2].FC=1C=C(C=C(C1F)F)[O-].FC=1C=C(C=C(C1F)F)[O-] (3,4,5-trifluorophenolate) platinum (II)